ethyl 5-(4-fluoro-3-methoxybenzyl)-4H-1,2,4-triazole-3-carboxylate FC1=C(C=C(CC=2NC(=NN2)C(=O)OCC)C=C1)OC